2-methoxycarbonylethyl-2-oxazoline COC(=O)CCC=1OCCN1